(6R)-6-benzyloxy-17-nitro-12-oxazol-2-yl-6,15-bis(trifluoromethyl)-19-oxa-3,4,13,18-tetrazatricyclo[12.3.1.12,5]nonadeca-1(17),2,4,8,14(18),15-hexaene C(C1=CC=CC=C1)O[C@]1(C2=NN=C(C3=C(C=C(C(NC(CCC=CC1)C=1OC=CN1)=N3)C(F)(F)F)[N+](=O)[O-])O2)C(F)(F)F